CC(=O)C1=CN(C(=O)N1)[C@H]2CC([C@H](O2)CO)O 1-(2-deoxy-β-D-ribofuranosyl)-4-acetylimidazolin-2-one